2-(3-((4-(2-(2-aminopyridin-3-yl)-5-phenyl-3H-imidazo[4,5-b]pyridin-3-yl)benzyl)carbamoyl)-2-fluorophenyl)propanoic acid NC1=NC=CC=C1C1=NC=2C(=NC(=CC2)C2=CC=CC=C2)N1C1=CC=C(CNC(=O)C=2C(=C(C=CC2)C(C(=O)O)C)F)C=C1